3,5-dichloro-α-trifluoromethylstyrene ClC=1C=C(C(=C)C(F)(F)F)C=C(C1)Cl